1-(4-ethoxy-6-nitroquinolin-2-yl)-1H-imidazole-4-carbonitrile C(C)OC1=CC(=NC2=CC=C(C=C12)[N+](=O)[O-])N1C=NC(=C1)C#N